2-(5-(1-((1r,2s,3r,5s)-2-fluoro-8-azabicyclo[3.2.1]oct-3-yl)vinyl)pyrazin-2-yl)-5-(1H-imidazol-1-yl)phenol F[C@@H]1[C@H]2CC[C@@H](C[C@@H]1C(=C)C=1N=CC(=NC1)C1=C(C=C(C=C1)N1C=NC=C1)O)N2